2-bromo-3,3,3-trifluoroprop-1-ene BrC(=C)C(F)(F)F